CC1(CCN(CC1)CC=1C=NC=C(C1)C1=CC=C(C=C1)C(C)C)C 3-((4,4-dimethylpiperidin-1-yl)methyl)-5-(4-isopropylphenyl)pyridine